2-[4-[(E)-3-[4-(Diethylsulfamoyl)phenyl]-3-oxoprop-1-enyl]-2-methoxyphenoxy]acetic acid C(C)N(S(=O)(=O)C1=CC=C(C=C1)C(/C=C/C1=CC(=C(OCC(=O)O)C=C1)OC)=O)CC